O1CNCC=CC1 2,3,4,7-tetrahydro-1,3-oxaazepine